CC1(C(C(CC1)=O)C(=O)OC)C methyl 2,2-dimethyl-5-oxo-cyclopentanecarboxylate